methyl (1r,3r)-1-(3-bromophenyl)-3-methoxycyclobutane-1-carboxylate BrC=1C=C(C=CC1)C1(CC(C1)OC)C(=O)OC